C(C1=CC=CC=C1)OC=1C=C2C(=C(N(C2=CC1)C1=CC(=C(C=C1)F)C)C(F)(F)F)C1CC(C1)(C(=O)O)C 3-(5-(benzyloxy)-1-(4-fluoro-3-methylphenyl)-2-(trifluoromethyl)-1H-indol-3-yl)-1-methylcyclobutane-1-carboxylic acid